ClC=1C=C(C(=NC1N1N=CC=C1)C)NC(=O)C=1C=NN(C1C(F)(F)F)C1=C2C=CNC(C2=CC=C1)=O N-(5-Chloro-2-methyl-6-(1H-pyrazol-1-yl)pyridin-3-yl)-1-(1-oxo-1,2-dihydro-isochinolin-5-yl)-5-(trifluoromethyl)-1H-pyrazol-4-carboxamid